(S)-tert-butyl (1-((3-cyano-5-(5,7-difluoroquinolin-4-yl)pyridin-2-yl)oxy)-2,4-dimethylpentan-2-yl)carbamate C(#N)C=1C(=NC=C(C1)C1=CC=NC2=CC(=CC(=C12)F)F)OC[C@@](CC(C)C)(C)NC(OC(C)(C)C)=O